3-isopropyl-1H-indol-5-ol C(C)(C)C1=CNC2=CC=C(C=C12)O